1-(4-Bromo-3-methylphenyl)ethan-1-one 3-(((3-(diethylamino)propoxy)carbonyl)oxy)pentadecyl-8,8-dibutoxyoctanoate C(C)N(CCCOC(=O)OC(CCOC(CCCCCCC(OCCCC)OCCCC)=O)CCCCCCCCCCCC)CC.BrC1=C(C=C(C=C1)C(C)=O)C